4-(3-Bromophenoxy)-1-(tert-butyl)-5-methyl-1H-pyrazole BrC=1C=C(OC=2C=NN(C2C)C(C)(C)C)C=CC1